5-[3-(2-chloro-pyridin-3-yl)-1,2,4-oxadiazol-5-yl]-1-cyclopentyl-1H-1,2,3-benzotriazole ClC1=NC=CC=C1C1=NOC(=N1)C1=CC2=C(N(N=N2)C2CCCC2)C=C1